5,6-dimethyl-3-nitropyridine-2,4-diol CC=1C(=C(C(=NC1C)O)[N+](=O)[O-])O